ClC1=C(C#N)C=C(C=C1)C(=O)N1CC=2C(=NN3C2C(N(C[C@H]3C)[C@H](C)C3=NC=C(N=C3)C(F)(F)F)=O)C[C@H]1C |o1:23| 2-Chloro-5-((3R,7R)-3,7-dimethyl-10-oxo-9-((R*)-1-(5-(trifluoromethyl)pyrazin-2-yl)ethyl)-1,2,3,4,7,8,9,10-octahydropyrido[4',3':3,4]pyrazolo[1,5-a]pyrazine-2-carbonyl)benzonitrile